4-(3-(4-Chlorophenyl)-1,2,4-oxadiazol-5-yl)piperidine-1-carbonyl-7-oxa-5-azaspiro[3.4]octan-6-one ClC1=CC=C(C=C1)C1=NOC(=N1)C1CCN(CC1)C(=O)C1CCC12NC(OC2)=O